C1CC2CC1C3C2C(C=C3)O 3a,4,5,6,7,7a-Hexahydro-4,7-methano-1H-indenol